3-(6-bromo-4-methylpyridin-2-yl)tetrahydrothiophen-3-ol BrC1=CC(=CC(=N1)C1(CSCC1)O)C